FC1=C(C=CC=C1)NC1=NC=2C(N=C1NC1=C(C=CC=C1)F)=NON2 (2-fluorophenyl)-{6-[(2-fluorophenyl)amino](1,2,5-oxadiazolo[3,4-e]pyrazin-5-yl)}amine